N-(4-chlorophenyl)-3-(5-(2-(trifluoromethyl)pyrimidin-4-yl)-5,6,7,8-tetrahydro-1,5-naphthyridin-2-yl)oxetane-3-carboxamide ClC1=CC=C(C=C1)NC(=O)C1(COC1)C1=NC=2CCCN(C2C=C1)C1=NC(=NC=C1)C(F)(F)F